ethylidenebis(2-pyridylimidazoline) C(C)(N1C(=NCC1)C1=NC=CC=C1)N1C(=NCC1)C1=NC=CC=C1